4-[2-cyclopropyl-5-methoxy-6-({6-[(1R,2S)-5'-methoxy-2'-oxo-1',2'-dihydrospiro[cyclopropane-1,3'-indol]-2-yl]-1H-indazol-3-yl}amino)pyrimidin-4-yl]-1λ6-thiomorpholine-1,1-dione C1(CC1)C1=NC(=C(C(=N1)N1CCS(CC1)(=O)=O)OC)NC1=NNC2=CC(=CC=C12)[C@@H]1C[C@@]12C(NC1=CC=C(C=C21)OC)=O